C(C)(C)(C)OC(=O)N1[C@H](CN(CC1)C=1C=NC(=C(C1)F)N)C.BrC1=CC(=CC=C1)CBr 1-bromo-3-(bromomethyl)benzene tert-butyl-(S)-4-(6-amino-5-fluoropyridin-3-yl)-2-methylpiperazine-1-carboxylate